ClC=1C=C(C=CC1C=1C=NC(=CC1CC)CN1CC2CCC(C1)N2S(=O)(=O)C)C(C(F)(F)F)(C(F)(F)F)O 2-(3-chloro-4-(4-ethyl-6-((8-(methylsulfonyl)-3,8-diazabicyclo[3.2.1]octan-3-yl)methyl)pyridin-3-yl)phenyl)-1,1,1,3,3,3-hexafluoropropan-2-ol